C(N)(=O)C=1C=C(C=NC1OC)NC(C(=O)N(CC1=NC=C(C=C1)C(F)(F)F)[C@@H](COC)C1CC1)=O (R)-N1-(5-carbamoyl-6-methoxypyridin-3-yl)-N2-(1-cyclopropyl-2-methoxyethyl)-N2-((5-(trifluoromethyl)pyridin-2-yl)methyl)oxalamide